(E)-3-(5-amino-2-bromo-4-pyridyl)prop-2-enoic acid NC=1C(=CC(=NC1)Br)/C=C/C(=O)O